ethyl 3-[(isoquinoline-1-carbonylamino)methyl]-4,5-dihydroisoxazole-5-carboxylate C1(=NC=CC2=CC=CC=C12)C(=O)NCC1=NOC(C1)C(=O)OCC